2-(((5S)-5-methyl-1-oxaspiro[2.5]octan-5-yl)methyl)-2H-indazole-6-carbonitrile C[C@]1(CC2(CO2)CCC1)CN1N=C2C=C(C=CC2=C1)C#N